N1N=CC(=C1)C1=CC2=C(N=C(S2)C2N(CC(CC2C(=O)N)(F)F)C#N)C=C1 (6-(1H-pyrazol-4-yl)benzo[d]thiazol-2-yl)-1-cyano-5,5-difluoropiperidine-3-carboxamide